O[C@@]1(C(N(CC1)C)=O)C1=CC(=NO1)C1=NC(=CC=C1)C1=NC(=NC=C1)NC=1C=NN(C1)C([2H])([2H])[2H] (R)-3-Hydroxy-1-methyl-3-(3-(6-(2-((1-(methyl-d3)-1H-pyrazol-4-yl)amino)pyrimidin-4-yl)pyridin-2-yl)isoxazol-5-yl)pyrrolidin-2-one